4-[7-(1H-indole-2-carbonyl)-5H,6H,7H,8H-imidazo[1,5-a]pyrazine-1-carbonyl]-4-azaspiro[2.5]octan-7-ol N1C(=CC2=CC=CC=C12)C(=O)N1CC=2N(CC1)C=NC2C(=O)N2C1(CC1)CC(CC2)O